3-(3-(2,6-dichlorophenyl)-1,2,4-oxadiazol-5-yl)-5-(1-(piperidin-4-yl)-1H-pyrazol-4-yl)pyridin-2-amine ClC1=C(C(=CC=C1)Cl)C1=NOC(=N1)C=1C(=NC=C(C1)C=1C=NN(C1)C1CCNCC1)N